4-(3-fluorophenyl)-6-(trifluoromethyl)-3H-pyrido[1,2-c]pyrimidin-3-one FC=1C=C(C=CC1)C1=C2N(C=NC1=O)C=CC(=C2)C(F)(F)F